(2R,3S)-3-((6-fluoro-2-(2-methoxy-7-methylquinoxalin-5-yl)thiazolo[5,4-b]pyridin-5-yl) oxy)butan-2-yl (6-((S)-3-hydroxypyrrolidine-1-carbonyl)pyridin-3-yl)carbamate O[C@@H]1CN(CC1)C(=O)C1=CC=C(C=N1)NC(O[C@H](C)[C@H](C)OC1=C(C=C2C(=N1)SC(=N2)C2=C1N=CC(=NC1=CC(=C2)C)OC)F)=O